C(C)NS(=O)(=O)C1=NC=2N(C(N(C(C2N1C)=O)C)=O)C n-ethyl-1,3,7-trimethyl-2,6-dioxo-2,3,6,7-tetrahydro-1H-purine-8-sulphonamide